FC1=C(C(=CC2=C1N=CS2)F)NC2=C1C(=NC=C2)SC(=C1)[C@H]1CCN([C@]12COCC2)C 4,6-Difluoro-N-(2-((4S,5S)-1-methyl-7-oxa-1-azaspiro[4.4]nonan-4-yl)thieno[2,3-b]pyridin-4-yl)benzo[d]thiazol-5-amine